CN1[C@H](CCC1)C=1C=NC=CC1 |r| (R/S)-3-(1-methylpyrrolidin-2-yl)pyridine